C(=C)[Sn](OC(C)(C)C)(OC(C)(C)C)OC(C)(C)C vinyl-tris(t-butoxy)tin